C(C)NS(=O)(=O)C1=C(C=C(C=C1)NC([C@H](CC1=CC=CC=C1)NC(C1=CC=C(C=C1)F)=O)=O)OC (S)-N-(1-(4-(N-ethylsulfamoyl)-3-methoxyphenylamino)-1-oxo-3-phenylprop-2-yl)-4-fluorobenzamide